5-((2-(allyloxy)-4,5-dichlorophenyl)(1,1-dimethylethylsulfinamido)methyl)hexahydrocyclopenta[c]pyrrole C(C=C)OC1=C(C=C(C(=C1)Cl)Cl)C(C1CC2C(CNC2)=C1)NS(=O)C(C)(C)C